FC(C=1C=C(C=CC1)[C@@H]1[C@H](C1)C=1C=2N(N=C(C1)C=1C(NC(NC1)=O)=O)C=CN2)(F)F 5-[8-[(1S,2S)-2-[3-(trifluoromethyl)phenyl]cyclopropyl]imidazo[1,2-b]pyridazin-6-yl]-1H-pyrimidine-2,4-dione